N-(2-(2-oxa-5-azabicyclo[2.2.2]octan-5-yl)pyrimidin-4-yl)-3-(2-fluoro-4-methoxyphenyl)isoxazol-5-amine C12OCC(N(C1)C1=NC=CC(=N1)NC1=CC(=NO1)C1=C(C=C(C=C1)OC)F)CC2